C1(C(C)O1)=O lactolactoN